COC=1C=C(C=CC1OC)CCC(=O)O 3,4-Dimethoxybenzenepropionic acid